FC1=CC(=C(C=C1F)O)C 4,5-difluoro-2-methylphenol